2-chloro-N-(4-(8-ethyl-2-(((1r,4r)-4-(pyrrolidin-1-yl)cyclohexyl)amino)quinazolin-6-yl)-2-fluoro-phenyl)benzene-sulfonamide ClC1=C(C=CC=C1)S(=O)(=O)NC1=C(C=C(C=C1)C=1C=C2C=NC(=NC2=C(C1)CC)NC1CCC(CC1)N1CCCC1)F